5-(1-(2-fluoroethyl)-1H-benzo[d][1,2,3]triazol-6-yl)-4-methoxy-N-(2-oxaspiro[3.5]nonan-7-yl)pyrrolo[2,1-f][1,2,4]triazin-7-d-2-amine FCCN1N=NC2=C1C=C(C=C2)C=2C=C(N1N=C(N=C(C12)OC)NC1CCC2(COC2)CC1)[2H]